(2s,3r)-2-amino-N-(3-chloro-2-fluorophenylmethyl)-3-hydroxybutyramide N[C@H](C(=O)NCC1=C(C(=CC=C1)Cl)F)[C@@H](C)O